N1CC(=CCC1)C=1C=NC=CC1 1,2,5,6-tetrahydro-3,3'-bipyridine